methyl (2S)-2-amino-4-{1-[(2S,3S,4R,5R)-5-[4-amino-5-(1-methyl-1H-pyrazol-3-yl)-7H-pyrrolo[2,3-d]pyrimidin-7-yl]-3,4-dihydroxyoxolan-2-yl]-N-(1-methylpiperidin-4-yl)formamido}butanoate N[C@H](C(=O)OC)CCN(C(=O)[C@H]1O[C@H]([C@@H]([C@@H]1O)O)N1C=C(C2=C1N=CN=C2N)C2=NN(C=C2)C)C2CCN(CC2)C